oxazolidin-2-one dihydrochloride monohydrate O.Cl.Cl.O1C(NCC1)=O